NC([C@H](C[C@H]1C(NCCC1)=O)NC([C@H](CC(C)(C)C)NC([C@H](C(C)(C)C)N)=O)=O)=O (S)-N-((S)-1-amino-1-oxo-3-((S)-2-oxopiperidin-3-yl)propan-2-yl)-2-((S)-2-amino-3,3-dimethylbutanamido)-4,4-dimethylpentanamide